[N+](=O)([O-])C1=C(C=CC(=C1)[N+](=O)[O-])C1=C(C2=C(C3=CC=CC=C3C(=C2C=C1)C=1C=NC=CC1)C=1C=NC=CC1)C1=C(C=C(C=C1)[N+](=O)[O-])[N+](=O)[O-] bis(2,4-dinitrophenyl)-[9,10-bis(3-pyridyl)anthracene]